1-[5-(2-methoxypyridin-4-yl)-1H-pyrazole-3-carbonyl]-N-(4-oxocyclohexyl)piperidine-4-carboxamide COC1=NC=CC(=C1)C1=CC(=NN1)C(=O)N1CCC(CC1)C(=O)NC1CCC(CC1)=O